COC1=C(C=C(C=C1)C(C)(C)OC)CC(=O)OC Methyl 2-(2-methoxy-5-(2-methoxypropan-2-yl)phenyl)acetate